C1(=CC=CC=C1)C(NC(C1=CC=CC=C1)=O)C1=CC=C(C=C1)C(F)(F)F N-(phenyl-(p-trifluoromethylphenyl)methyl)benzamide